C(C)OC(C=1N=C2N(C=C(N=C2CC2=C(C=C(C(=C2)F)F)F)C#N)C1)O 2-[ethoxy(hydroxy)methyl]-8-[(2,4,5-trifluorophenyl)methyl]imidazo[1,2-a]pyrazine-6-carbonitrile